FC(C(C)N)F (1,1-difluoropropan-2-yl)amine